FC(OC=1C=C(C=CC1CN1C[C@H](CCC1)[C@@]1(OCOC1)C)NC(=O)C=1C(=NN(C1)C1=CC=C(C=C1)F)C)F N-[3-(difluoromethoxy)-4-({(3S)-3-[(4S)-4-methyl-1,3-dioxolan-4-yl]piperidin-1-yl}methyl)phenyl]-1-(4-fluorophenyl)-3-methyl-1H-pyrazole-4-carboxamide